L-2-amino-4-[hydroxy(methyl)-phosphono]butyric acid N[C@H](C(=O)O)CCP(=O)(OC)OO